Cl.C[C@H]1CNC[C@@H](O1)C(F)(F)F (2S,6R)-2-methyl-6-(trifluoromethyl)morpholine hydrochloride